N-[4-(11,12-Didehydrodibenzo[b,f]azocin-5(6H)-yl)-4-oxobutanoyl]glycylglycyl-L-prolyl-N-({2-[(2,5-dioxopyrrolidin-1-yl)oxy]-2-oxoethoxy}methyl)-L-isoleucinamide C1=CC=CC=2N(CC3=C(C#CC21)C=CC=C3)C(CCC(=O)NCC(=O)NCC(=O)N3[C@@H](CCC3)C(=O)N[C@@H]([C@@H](C)CC)C(=O)NCOCC(=O)ON3C(CCC3=O)=O)=O